4-(3,3-dimethylpiperazin-1-yl)-N-(7-fluoro-2-methylimidazo[1,2-a]pyridin-6-yl)-2,3-dihydro-1H-pyrrolo[2,3-b]pyridine-1-carboxamide benzoate salt C(C1=CC=CC=C1)(=O)O.CC1(CN(CCN1)C1=C2C(=NC=C1)N(CC2)C(=O)NC=2C(=CC=1N(C2)C=C(N1)C)F)C